3-[1,1'-biphenyl]boronic acid C1(=CC(=CC=C1)B(O)O)C1=CC=CC=C1